FC1=C(C=CC(=C1)N1CCNCC1)C1C(NC(CC1)=O)=O 3-[2-fluoro-4-(1-piperazinyl)phenyl]-2,6-piperidinedione